N[C@H]1CC[C@H](CC1)OC=1C=CC2=C(\C(\C(C=3C(=NC=NC23)N)(C)C)=N/OCCOC(F)(F)F)C1 (6Z)-8-(cis-4-aminocyclohexoxy)-5,5-dimethyl-6-[2-(trifluoromethoxy)ethoxyimino]benzo[h]quinazoline-4-amine